5,6-dihydro-4H-naphthol C1(=CCCC=2CCC=CC12)O